ClC1=CC=C2N(C(C(N(C2=C1)C1CCN(CC1)C1=NC=C(C=N1)C#N)=O)=O)C 2-(4-(7-chloro-4-methyl-2,3-dioxo-3,4-dihydroquinoxalin-1(2H)-yl)piperidin-1-yl)pyrimidine-5-carbonitrile